1-benzyl-2-methyl-6-(1-methyl-1H-1,2,3-triazol-5-yl)-1H-imidazo[4,5-b]pyridine C(C1=CC=CC=C1)N1C(=NC2=NC=C(C=C21)C2=CN=NN2C)C